1-methyl-1-(2-(pyrazolo[5,1-b]thiazole-7-carbonyl)-2-azaspiro[3.3]heptan-6-yl)-3-(4-(trifluoromethoxy)pyridin-2-yl)urea CN(C(=O)NC1=NC=CC(=C1)OC(F)(F)F)C1CC2(CN(C2)C(=O)C=2C=NN3C2SC=C3)C1